(4-chloro-6-phenyl-1,3,5-triazin-2-yl)-(1,1'-biphenyl)-4-carbonitrile ClC1=NC(=NC(=N1)C1=CC=CC=C1)C1=C(C=CC(=C1)C#N)C1=CC=CC=C1